3-(3-Chloropropyl)-6-fluoro-1H-4,2,1-benzoxathiazin-2,2-dioxid ClCCCC1S(NC2=C(O1)C=C(C=C2)F)(=O)=O